COC(C(C)(C)S(N(CC1=CC=C(C=C1)OC)CC1=CC=C(C=C1)OC)(=O)=O)=O methyl-2-[bis[(4-methoxyphenyl)methyl]sulfamoyl]-2-methyl-propanoate